6-Hydrazino-2-methylnicotinic acid N(N)C1=NC(=C(C(=O)O)C=C1)C